C1(=CC=CC=C1)C(C)(C)C1=CC=C(C=C1)O 4-(1-phenyl-1-methyl-ethyl)phenol